FC(C1=CC=C(C=C1)C1CC(C1)OC=1C=C2C(=CNC2=CC1)NC(=O)C=1SC=CN1)(F)F N-{5-[(1R,3R)-3-[4-(trifluorometh-yl)phenyl]cyclobutoxy]-1H-indol-3-yl}-1,3-thiazole-2-carboxamide